OC1=C(C(=CC(=C1C(=O)N1[C@H](CCC1)C(=O)OC)CCCCC)O)C1C(CCC(=C1)C)C(=C)C methyl (2,6-dihydroxy-5'-methyl-4-pentyl-2'-(prop-1-en-2-yl)-1',2',3',4'-tetrahydro-[1,1'-biphenyl]-3-carbonyl)-D-prolinate